1-((5-Chloro-2-pyrimidinyl)methyl)-2-((3R,4R)-4-fluoro-3-(methylamino)-1-piperidinyl)-1H-benzimidazol-5-carbonitril ClC=1C=NC(=NC1)CN1C(=NC2=C1C=CC(=C2)C#N)N2C[C@H]([C@@H](CC2)F)NC